(Z)-2,2-difluoro-N-hydroxy-1-methylcyclopropane-1-carboxamide chloride [Cl-].FC1(C(C1)(C(=O)NO)C)F